C(C=C)(=O)NC(C(OCCCCOC(C=C)=O)NC(C=C)=O)OCCCCOC(C=C)=O 4-[1,2-Bis(prop-2-enoylamino)-2-(4-prop-2-enoyloxybutoxy)ethoxy]butylprop-2-enoat